FC1=C(C=CC=C1OC)CNC(=O)C=1C(=NN(C1)CC1=CSC(=C1)N1C(C=CC=C1)=O)COC N-[(2-fluoro-3-methoxyphenyl)methyl]-3-(methoxymethyl)-1-{[5-(2-oxopyridin-1-yl)thiophen-3-yl]methyl}pyrazole-4-carboxamide